5-amino-3-(4-bromophenyl)-1-(3,3,3-trifluoro-2-methyl-propyl)pyrazole-4-carbonitrile NC1=C(C(=NN1CC(C(F)(F)F)C)C1=CC=C(C=C1)Br)C#N